CC1(N(CCNC1)C=1C=CC=C(C1N)N)C 6-((3S,5R)-dimethylpiperazin-1-yl)benzene-1,2-diamine